CC1CNCC2COCC3=C(N21)C=CC(=N3)C(=O)N methyl-1,2,3,4,4a,5-hexahydro-7H-pyrazino[2,1-c]pyrido[3,2-e][1,4]oxazepine-9-carboxamide